Cl.Cl.N1CCC(CC1)CN1CCCC2=CC(=CC=C12)[C@@H]1C(NC(CC1)=O)=O |r| rac-(3R)-3-[1-(piperidin-4-ylmethyl)-3,4-dihydro-2H-quinolin-6-yl]Piperidine-2,6-dione dihydrochloride